C(C)OC(=O)C12C(CC(CC1)(CC2)NC(COC2=CC(=C(C=C2)Cl)F)=O)=O 4-[2-(4-chloro-3-fluorophenoxy)acetamido]-2-oxobicyclo[2.2.2]octane-1-carboxylic acid ethyl ester